N-(8-fluoro-2-methyl-imidazo[1,2-a]pyridin-6-yl)-8-(4-oxo-1,4-azaphosphinan-4-yl)quinoxaline-5-carboxamide FC=1C=2N(C=C(C1)NC(=O)C=1C=3N=CC=NC3C(=CC1)P1(CCNCC1)=O)C=C(N2)C